((chloromethyl)phenethyl)-trimethoxysilane ClCC(CC1=CC=CC=C1)[Si](OC)(OC)OC